Cis-(4aS,10bS)-7-fluoro-8-methoxy-2,3,4,4a,6,10b-hexahydro-1H-isochromeno[4,3-b]pyridine FC1=C(C=CC2=C1CO[C@@H]1[C@H]2NCCC1)OC